(R)-(4-Fluoro-2-methyl-phenyl)-4-(S)-((8aS)-6-oxohexahydro-pyrrolo[1,2-a]-pyrazin-2-yl)-piperidine-1-carboxylic acid [1-(R)-(3,5-bis-trifluoromethyl-phenyl)-ethyl]-methylamide FC(C=1C=C(C=C(C1)C(F)(F)F)[C@@H](C)N(C(=O)N1[C@H](C[C@H](CC1)N1C[C@H]2N(CC1)C(CC2)=O)C2=C(C=C(C=C2)F)C)C)(F)F